2,2-difluoro-N-(4-((S)-1-(2-methyl-1H-imidazol-1-yl)ethyl)phenyl)-2-((R*)-tetrahydrofuran-3-yl)acetamide FC(C(=O)NC1=CC=C(C=C1)[C@H](C)N1C(=NC=C1)C)([C@H]1COCC1)F |o1:19|